ethylcyclohexyl-bis(propoxymethyl)silane C(C)[Si](COCCC)(COCCC)C1CCCCC1